BrC=1C=C(C=CC1OCOC)C=1SC=C(N1)CC(=O)NCC(=O)O (2-(2-(3-BROMO-4-(METHOXYMETHOXY)PHENYL)THIAZOL-4-YL)ACETYL)GLYCINE